2-[4-(methylamino)butyl]isoindoline-1,3-dione CNCCCCN1C(C2=CC=CC=C2C1=O)=O